C1(CC1)C1=NC=CC(=C1)C#CC=1C(=NC=C(C1)[N+](=O)[O-])N 3-((2-cyclopropyl-pyridin-4-yl)ethynyl)-5-nitropyridin-2-amine